C1(CC1)C1=C2C(N(C(NC2=C(C(=C1)CN1CCN(CC1)C=1C=CC(=NC1C)C(=O)NC)F)=O)CC)=O 5-(4-((5-cyclopropyl-3-ethyl-8-fluoro-2,4-dioxo-1,2,3,4-tetrahydroquinazolin-7-yl)methyl)piperazin-1-yl)-N,6-dimethylpicolinamide